5-(6-chloroimidazo[1,2-b]pyridazin-3-yl)-1,2-benzoxazole-3-carbonitrile ClC=1C=CC=2N(N1)C(=CN2)C=2C=CC1=C(C(=NO1)C#N)C2